dipotassium platinum oxalate C(C(=O)[O-])(=O)[O-].[Pt+2].[K+].[K+].C(C(=O)[O-])(=O)[O-]